P(=O)(=O)[Sn]=S.[Li] Lithium phosphotin sulfide